3-(2-(methylsulfonyl)-6-(trifluoromethyl)pyrimidin-4-yl)phenol CS(=O)(=O)C1=NC(=CC(=N1)C=1C=C(C=CC1)O)C(F)(F)F